N=1N(N=NC1)C[C@H]1C[C@@H](NC1)CONC(=O)[C@H]1N2C(N([C@H](CC1)C2)OS(=O)(=O)O)=O (2S,5R)-N-{[(2R,4S)-4-(2H-tetrazol-2-ylmethyl)-pyrrolidin-2-yl]methyloxy}-7-oxo-6-(sulfooxy)-1,6-diazabicyclo[3.2.1]octane-2-carboxamide